N1(CCCC2=CC=CC=C12)C(=O)ON=CC1=CC=CC(=C1)F 5-fluorobenzaldehyde O-(1,2,3,4-tetrahydroquinoline-1-carbonyl) oxime